N-triethoxysilylpropyl-isothiazolinone C(C)O[Si](OCC)(OCC)CCCN1SCC(C1)=O